1-(2-chloro-6-nitro-phenyl)-2-(methoxymethyl)piperidine ClC1=C(C(=CC=C1)[N+](=O)[O-])N1C(CCCC1)COC